BrCCCCCC(=O)NC1=CC=C(C=C1)C(\C=C\C1=CC=C(C=C1)N(C)CCO)=O 6-Bromo-N-[4-[(E)-3-[4-[2-hydroxyethyl(methyl)amino]phenyl]prop-2-enoyl]phenyl]hexanamide